(2-(Benzyloxy)-4-(difluoromethyl)-6-hydroxyphenyl)(6-((4-methylpiperazin-1-yl)methyl)-3,4-dihydroisoquinolin-2(1H)-yl)methanone C(C1=CC=CC=C1)OC1=C(C(=CC(=C1)C(F)F)O)C(=O)N1CC2=CC=C(C=C2CC1)CN1CCN(CC1)C